C(C)(C)C1=C(NC2=CC=C(C=C12)C1CCNCC1)C=1C=C(C(N(C1)C)=O)C=1C=C(C(=O)NC)C=CC1 3-(5-(3-isopropyl-5-(piperidin-4-yl)-1H-indol-2-yl)-1-methyl-2-oxo-1,2-dihydropyridin-3-yl)-N-methylbenzamide